4-hydroxy-N-3-pyridinylbenzamide OC1=CC=C(C(=O)NC=2C=NC=CC2)C=C1